[Si](C)(C)(C(C)(C)C)O[C@H]1CC(N([C@H]1C)CC=1C=NC(=CC1)OC1=C(C=C(C=C1)C(F)F)F)=O (4S,5S)-4-((tert-butyldimethylsilyl)oxy)-1-((6-(4-(difluoromethyl)-2-fluorophenoxy)pyridine-3-yl)methyl)-5-methylpyrrolidine-2-one